(1R,2S,5S)-3-(2-(3-acetyl-7-methyl-5-(2-methylpyrazolo[1,5-a]pyrimidin-6-yl)-1H-indol-1-yl)acetyl)-N-(3-methyl-6-(trifluoro-methyl)pyridin-2-yl)-3-azabicyclo[3.1.0]hexane-2-carboxamide C(C)(=O)C1=CN(C2=C(C=C(C=C12)C=1C=NC=2N(C1)N=C(C2)C)C)CC(=O)N2[C@@H]([C@@H]1C[C@@H]1C2)C(=O)NC2=NC(=CC=C2C)C(F)(F)F